(4,4-difluorocyclohexyl)hydrazine hydrochloride Cl.FC1(CCC(CC1)NN)F